O1C[C@H](CC1)OC1=C(C=C2C(=NC=NC2=C1)N)N 7-[[(3S)-tetrahydro-3-furyl]oxy]-4,6-quinazolinediamine